N-((1,2,3,5,6,7-Hexahydro-s-indacen-4-yl)carbamoyl)-1-(4-methylmorpholin-2-yl)methanesulfonamide, Potassium Salt [K].C1CCC2=C(C=3CCCC3C=C12)NC(=O)NS(=O)(=O)CC1CN(CCO1)C